(1R,2S)-2-fluorocyclopropanamine 4-methylbenzenesulfonate CC1=CC=C(C=C1)S(=O)(=O)O.F[C@@H]1[C@@H](C1)N